phospho-vanillin P(=O)(=O)OC1=C(C=C(C=O)C=C1)OC